2-(3-(1-(tert-butyl)-5-((2-methylpyrazolo[1,5-a]pyrazin-4-yl)amino)-1H-pyrazol-3-yl)cyclopentyl)-N-isopropylacetamide C(C)(C)(C)N1N=C(C=C1NC=1C=2N(C=CN1)N=C(C2)C)C2CC(CC2)CC(=O)NC(C)C